CC(CC1CCC(CC1)N)(C)NC[C@H](O)C1=CC(=CC=C1)F (R)-2-{1,1-dimethyl-2-[(1r,4R)-4-aminocyclohexyl]ethylamino}-1-(m-fluorophenyl)-1-ethanol